(4aR,8aS)-6-(3-(4'-Chloro-[1,1'-biphenyl]-4-yl)azetidine-1-carbonyl)hexahydro-2H-pyrido[4,3-b][1,4]oxazin-3(4H)-one ClC1=CC=C(C=C1)C1=CC=C(C=C1)C1CN(C1)C(=O)N1C[C@@H]2[C@@H](OCC(N2)=O)CC1